CC1([C@@H]([C@H]1C=C(C)C)C(=O)O)C (1R,3R)-2,2-dimethyl-3-(2-methyl-1-propenyl)cyclopropane-1-carboxylic acid